2,2-bis(((3-pentyloctanoyl)oxy)methyl)propyl-3-pentyloctanoate C(CCCC)C(CC(=O)OCC(COC(CC(CCCCC)CCCCC)=O)(C)COC(CC(CCCCC)CCCCC)=O)CCCCC